C=C(CC)S(=O)(=O)O methylene-propanesulfonic acid